spiro[5,8-dihydropyrido[4,3-d]pyrimidine-7,1'-tetrahydronaphthalene] C12(CCCC3=CC=CC=C13)CC=1N=CN=CC1CN2